C(C)(C)(C)OC(=O)C(C#N)(N)C(=O)OC(C)(C)C Bis(tert-butyloxycarbonyl)-2-aminoacetonitrile